BrC1=C(C=C2[C@@](NC(NC2=C1)=O)(C#CC1CC1)C(F)(F)C1CC1)F (S)-7-bromo-4-(cyclopropyldifluoromethyl)-4-(cyclopropylethynyl)-6-fluoro-3,4-dihydroquinazolin-2(1H)-one